The molecule is a purine nucleoside in which O-methylguanine is attached to arabinofuranose via a beta-N(9)-glycosidic bond. Inhibits DNA synthesis and causes cell death; a prodrug of 9-beta-D-arabinofuranosylguanine (ara-G). It has a role as an antineoplastic agent, a DNA synthesis inhibitor and a prodrug. It is a purine nucleoside, a beta-D-arabinoside and a monosaccharide derivative. It derives from a guanine and a 9-beta-D-arabinofuranosylguanine. COC1=NC(=NC2=C1N=CN2[C@H]3[C@H]([C@@H]([C@H](O3)CO)O)O)N